tri-tertbutylphosphine C(C)(C)(C)P(C(C)(C)C)C(C)(C)C